tert-Butyl 5-(5-(2-fluorophenyl)-7-tosyl-7H-pyrrolo[2,3-d]pyrimidin-4-yl)-2,5-diazabicyclo[4.1.0]heptane-2-carboxylate FC1=C(C=CC=C1)C1=CN(C=2N=CN=C(C21)N2CCN(C1CC21)C(=O)OC(C)(C)C)S(=O)(=O)C2=CC=C(C)C=C2